4-bromo-1-[3-(methoxymethyl)phenyl]pyrazole BrC=1C=NN(C1)C1=CC(=CC=C1)COC